5-amino-3-(7-((5-fluoro-2-methoxybenzamido)methyl)-1H-indol-4-yl)-1-(1,1,1-trifluoro-2-methylpropan-2-yl)-1H-pyrazole-4-carboxamide NC1=C(C(=NN1C(C(F)(F)F)(C)C)C1=C2C=CNC2=C(C=C1)CNC(C1=C(C=CC(=C1)F)OC)=O)C(=O)N